FC1(CC(C1)COC(=O)[C@H]1CCN(CC12CC2)C=2C1=C(N=CN2)NC=C1)F.FC(F)F TrifluoroMethane (3,3-difluorocyclobutyl)methyl-(8S)-5-(7H-pyrrolo[2,3-d]pyrimidin-4-yl)-5-azaspiro[2.5]octane-8-carboxylate